(4-(difluoromethoxy)phenyl)(methyl)carbamic chloride FC(OC1=CC=C(C=C1)N(C(=O)Cl)C)F